CC1=C(N)C=C(C=C1)C1=NOC(=N1)C 2-methyl-5-(5-methyl-1,2,4-oxadiazol-3-yl)aniline